C(C)(C)C1OC2=C(NC1=O)C=CC=C2C=2C1=C(C(N(C2)C)=O)NC=C1 2-isopropyl-8-(6-methyl-7-oxo-6,7-dihydro-1H-pyrrolo[2,3-c]pyridin-4-yl)-2H-1,4-benzoxazin-3(4H)-one